3-[[4-(2,6-dimethylphenyl)-6-[(2R)-4-methyl-2-[(1,1,2,2-tetradeuteriospiro[2.3]hexan-5-yl)amino]pentoxy]pyrimidin-2-yl]sulfamoyl]benzoic acid CC1=C(C(=CC=C1)C)C1=NC(=NC(=C1)OC[C@@H](CC(C)C)NC1CC2(C(C2([2H])[2H])([2H])[2H])C1)NS(=O)(=O)C=1C=C(C(=O)O)C=CC1